(1-methyl-5-(trifluoromethyl)-1H-pyrazol-3-yl)methyl 1H-imidazole-1-carboxylate N1(C=NC=C1)C(=O)OCC1=NN(C(=C1)C(F)(F)F)C